5-chloro-7-[(1-methylethyl)amino]pyrazolo[1,5-a]pyrimidine ClC1=NC=2N(C(=C1)NC(C)C)N=CC2